methyl (R)-6-(4-chloro-benzyl)-9-(4-cyano-2-fluorophenyl)-7,10-dioxo-2,6,9-triazaspiro[4.5]-decane-2-carboxylate ClC1=CC=C(CN2[C@@]3(CCN(C3)C(=O)OC)C(N(CC2=O)C2=C(C=C(C=C2)C#N)F)=O)C=C1